ClC1=C(C=C(C=C1)N1N=C(N=C1CNC(NCC1=NC=NN1CC1CC(OCC1)(C)C)=O)C)F 3-{[1-(4-chloro-3-fluorophenyl)-3-methyl-1H-1,2,4-triazol-5-yl]methyl}-1-({1-[(2,2-dimethyloxan-4-yl)methyl]-1H-1,2,4-triazol-5-yl}methyl)urea